N-(2-(1-hydroxycyclobutyl)-5-methoxyphenyl)acetamide ethyl-7H-imidazo[1,2-a][1,3]diazole-3-carboxylate C(C)OC(=O)C1=CN=C2N1C=CN2.OC2(CCC2)C2=C(C=C(C=C2)OC)NC(C)=O